FC=1C=C(C=CC1F)N(C(=O)[C@H]1N(C[C@H](C1)N(C1COC1)C)C1=NC(=CC(=C1)C(F)(F)F)C)CC (2S,4S)-N-(3,4-Difluorophenyl)-N-ethyl-4-(methyl-(oxetan-3-yl)amino)-1-(6-methyl-4-(trifluoromethyl)pyridin-2-yl)pyrrolidin-2-carboxamid